CC(CC(=O)OCC=1C=NC(=C(C1COC(CC(C#C)(C)C)=O)OC(CCC\C=C/C[C@@H]1[C@H]([C@@H](C[C@@H]1O)O)CC[C@H](CCC1=CC=CC=C1)O)=O)C)(C#C)C (5-(((Z)-7-((1R,2R,3R,5S)-3,5-Dihydroxy-2-((R)-3-hydroxy-5-phenylpentyl)cyclopentyl)hept-5-enoyl)oxy)-6-methylpyridine-3,4-diyl)bis(methylene) bis(3,3-dimethylpent-4-ynoate)